4-{4-[(3R)-3-methylmorpholin-4-yl]-6-[1-((R)-S-methylsulfonamidyl)cyclopropyl]pyrimidin-2-yl}-1H-pyrrolo[2,3-b]pyridine C[C@H]1N(CCOC1)C1=NC(=NC(=C1)C1(CC1)NS(=O)(=O)C)C1=C2C(=NC=C1)NC=C2